4-((4-(5-thioxo-1,5-dihydro-4H-1,2,4-triazol-4-yl)phenyl)sulfonyl)benzonitrile S=C1N(C=NN1)C1=CC=C(C=C1)S(=O)(=O)C1=CC=C(C#N)C=C1